(S)-(1-fluorocyclopropyl)(6-(4-(2-(2-hydroxyethoxy)phenyl)piperidin-1-yl)-2-azaspiro[3.4]octan-2-yl)methanone FC1(CC1)C(=O)N1CC2(C1)C[C@H](CC2)N2CCC(CC2)C2=C(C=CC=C2)OCCO